FC(N1N=C(C(=C1)F)[S@](=O)(N)=NC(NC1=C2C(=NC3=C1CCC3)[C@@H](CC2)C)=O)F |o1:8| (S) or (R)-1-(difluoromethyl)-4-fluoro-N'-(((R)-3-methyl-1,2,3,5,6,7-hexahydrodicyclopenta[b,e]pyridin-8-yl)carbamoyl)-1H-pyrazole-3-sulfonimidamide